C(C)(C)(C)OC(=O)N1C[C@@H](CCC1)NC1=NC(=NC=C1F)Cl (3R)-3-[(2-chloro-5-fluoro-pyrimidin-4-yl)amino]piperidine-1-carboxylic acid tert-butyl ester